9,10-bis(2-phenoxyphenyl)-9,10-dihydroanthracene-9,10-diol O(C1=CC=CC=C1)C1=C(C=CC=C1)C1(C2=CC=CC=C2C(C=2C=CC=CC12)(O)C1=C(C=CC=C1)OC1=CC=CC=C1)O